OC[C@H]1[C@@H](C1)CCCC(C(=O)OC(C)(C)C)(C)C tert-butyl 5-[(1R,2R)-2-(hydroxymethyl)cyclopropyl]-2,2-dimethyl-pentanoate